C(N)(=O)C=1C(=NN2C1N=CC=C2C2CCN(CC2)C(=O)OC(C)(C)C)C2=CC=C(C=C2)OC2=CC=CC=C2 tert-butyl 4-(3-carbamoyl-2-(4-phenoxyphenyl)pyrazolo[1,5-a]pyrimidin-7-yl)piperidine-1-carboxylate